C(C1=CC=CC=C1)OCC1=NN(C(N1CC)=O)C1=NC=2C=CN(C(C2C=C1F)=O)C1=C(C=CC=C1)C 2-(3-((benzyloxy)methyl)-4-ethyl-5-oxo-4,5-dihydro-1H-1,2,4-triazol-1-yl)-3-fluoro-6-(o-tolyl)-1,6-naphthyridin-5(6H)-one